1,4-diacetoxy-butane C(C)(=O)OCCCCOC(C)=O